SCCC(=O)OCC(CS)OC(CCS)=O 3-Mercapto-1,2-propanediol bis(3-mercaptopropionate)